(3S,5S)-3-amino-5-fluoropiperidine-1-carboxylic acid tert-butyl ester C(C)(C)(C)OC(=O)N1C[C@H](C[C@@H](C1)F)N